ClC1=CC=CC=2C=3N(C(=NC12)NC=1C(N=CC=NC1)=O)N=C(N3)C3=CC=C(C=C3)F (6S)-6-{[7-chloro-2-(4-fluorophenyl)[1,2,4]triazolo[1,5-c]quinazolin-5-yl]amino}-1,4-diazepin-5-one